3-(1H-indol-5-yl)-1-(3-{[(1H-indol-5-yl)carbamoyl]amino}-2-methylphenyl)urea N1C=CC2=CC(=CC=C12)NC(NC1=C(C(=CC=C1)NC(NC=1C=C2C=CNC2=CC1)=O)C)=O